OC=1C=C(C=2C(=CC=C(C2C1)C(=O)O)C(=O)O)C(=O)O 3-hydroxy-1,5,8-naphthalenetricarboxylic acid